3,4a,7,7,10a-pentamethyl-1,5,6,6a,8,9,10,10b-octahydrobenzo[f]chromene CC=1OC2(CCC3C(C2CC1)(CCCC3(C)C)C)C